diethylsilyl-bis(4,5,6,7-tetrahydro-1-indenyl)zirconium C(C)[SiH](CC)[Zr](C1C=CC=2CCCCC12)C1C=CC=2CCCCC12